FC1=C2CN(CC2=CC=C1)C(=O)NC1=CC=C(C=C1)C1CCC(CC1)NC(C(=O)NCC(C)(C)O)=O N1-((1s,4s)-4-(4-(4-fluoroisoindoline-2-carboxamido)phenyl)cyclohexyl)-N2-(2-hydroxy-2-methylpropyl)oxalamide